5-((5-Chloro-2-(4-(trifluoromethyl)piperidin-1-yl)pyrimidin-4-yl)amino)-3-(3-hydroxy-3-methylbutyl)-1-methyl-1,3-dihydro-2H-benzo[d]imidazol-2-on ClC=1C(=NC(=NC1)N1CCC(CC1)C(F)(F)F)NC1=CC2=C(N(C(N2CCC(C)(C)O)=O)C)C=C1